FC1(CCN(CC1)C(=O)OC(C)(C)C)C=1SC2=C(N1)C=CC(=C2)C2=CC1=CN(N=C1C=C2)C tert-Butyl 4-fluoro-4-(6-(2-methyl-2H-indazol-5-yl)benzo[d]thiazol-2-yl)piperidine-1-carboxylate